C(C=C)(=O)N1CCC(CC1)(CO)NC(=O)C=1C(N(N=C(C1)C1=CC=C(C=C1)Cl)C=1C=NN(C1)C)=O N-(1-acryloyl-4-(hydroxymethyl)piperidin-4-yl)-6-(4-chlorophenyl)-2-(1-methyl-1H-pyrazol-4-yl)-3-oxo-2,3-dihydropyridazine-4-carboxamide